ClC=1C=C(C=C(C1)NS(=O)(=O)C)NC(=O)C=1C=NN(C1)C1=NC=C(N=C1)N1CCOCC1 N-(3-chloro-5-(methylsulfonamido)phenyl)-1-(5-morpholinopyrazin-2-yl)-1H-pyrazole-4-carboxamide